CC=1C=C2C=NNC2=C(C1C)B1OC(C(O1)(C)C)(C)C 5,6-dimethyl-7-(4,4,5,5-tetramethyl-1,3,2-dioxaborolan-2-yl)-1H-indazole